2-(2,4,6-trimethylphenyl)-4,6-bis[2-hydroxy-4-(3-butyloxy-2-hydroxypropyloxy)phenyl]-s-triazine CC1=C(C(=CC(=C1)C)C)C1=NC(=NC(=N1)C1=C(C=C(C=C1)OCC(COCCCC)O)O)C1=C(C=C(C=C1)OCC(COCCCC)O)O